methylcytidine-3'-phosphate P(=O)(O)(O)O[C@H]1[C@H]([C@@](O[C@@H]1CO)(N1C(=O)N=C(N)C=C1)C)O